1-(8-(5-(((5-fluoro-2,3-dihydrobenzofuran-4-yl)methyl)amino)-[1,2,4]triazolo[4,3-c]pyrimidin-8-yl)-[1,2,4]triazolo[1,5-a]pyridin-5-yl)cyclobutanol FC=1C=CC2=C(CCO2)C1CNC1=NC=C(C=2N1C=NN2)C=2C=1N(C(=CC2)C2(CCC2)O)N=CN1